Acetylurea C(C)(=O)NC(=O)N